(1-(4-(4,4,5,5-tetramethyl-1,3,2-dioxaborolan-2-yl)benzyl)piperidin-4-yl)Methanol CC1(OB(OC1(C)C)C1=CC=C(CN2CCC(CC2)CO)C=C1)C